aminoacetylcysteine chloride NCC(=O)N[C@@H](CS)C(=O)Cl